4-[2-(4-hydroxy-2-methoxyphenyl)-4-oxo-4H-pyrido[1,2-a]pyrimidin-7-yl]-3,6-dihydropyridine-1(2H)-carboxylic acid tert-butyl ester C(C)(C)(C)OC(=O)N1CCC(=CC1)C=1C=CC=2N(C(C=C(N2)C2=C(C=C(C=C2)O)OC)=O)C1